NC1CCN(CC1)C1=C(C=NC2=CC=C(C=C12)C1=C(C(=CC=C1)C=NOC)O)C1=CC(=CC(=C1)F)F 2-[4-(4-Aminopiperidin-1-yl)-3-(3,5-difluorophenyl)quinolin-6-yl]-6-methoxyiminomethyl-phenol